ClC1=CC=C(C=C1)S(=O)(=O)N1CCN(CC1)C1=CC(=NC2=CC=CC=C12)C 4-[4-[(4-Chlorophenyl)sulfonyl]-1-piperazinyl]-2-methylquinoline